4-(2-Amino-2-methylpropanoyl)-N-(1-(4-(2-(4-(1-aminoethyl)piperidin-1-yl)ethyl)phenyl)-2-oxo-1,2-dihydropyrimidin-4-yl)piperazine-1-carboxamide hydrochloride salt Cl.NC(C(=O)N1CCN(CC1)C(=O)NC1=NC(N(C=C1)C1=CC=C(C=C1)CCN1CCC(CC1)C(C)N)=O)(C)C